CN1N=CC2=CC(=CC=C12)NC=1C=CC=C2C=CN(C(C12)=O)CC(=O)NC1CCOCC1 2-[8-[(1-methylindazol-5-yl)amino]-1-oxo-2-isoquinolyl]-N-tetrahydropyran-4-yl-acetamide